C(C)N1N=C(C=C1)OC1=CC=C(C=N1)NC=1N=CC2=C(N1)N(C(C(=C2)C(=O)OC)=O)C methyl 2-[[6-(1-ethylpyrazol-3-yl)oxy-3-pyridyl]amino]-8-methyl-7-oxo-pyrido[2,3-d]pyrimidine-6-carboxylate